Methyl 2-(2-{[(tert-butoxy) carbonyl] amino} ethyl)-5-methyl-1,3-oxazole-4-carboxylate C(C)(C)(C)OC(=O)NCCC=1OC(=C(N1)C(=O)OC)C